OCCC[Si](OC)(OC)OC γ-hydroxypropyltrimethoxysilane